C(OCC1=CC=C(C=C1)NC([C@H](C)N=[N+]=[N-])=O)(OC1=CC=C(C=C1)[N+](=O)[O-])=O (S)-4-(2-Azidopropanamido)benzyl (4-nitrophenyl) carbonate